4-(4-(3,4-dichlorophenyl)-2-(2-oxa-7-azaspiro[3.5]nonane-7-carbonyl)piperazine-1-carbonyl)quinol ClC=1C=C(C=CC1Cl)N1CC(N(CC1)C(=O)C1(CC=C(O)C=C1)O)C(=O)N1CCC2(COC2)CC1